3-chloro-5-(4,4,5,5-tetramethyl-1,3,2-dioxaborolan-2-yl)-4-(trifluoromethyl)aniline ClC=1C=C(N)C=C(C1C(F)(F)F)B1OC(C(O1)(C)C)(C)C